(R)-3-(((6-(2,6-dimethyl-4-(2,2,2-trifluoroethoxy)phenyl)-1,2,3,4-tetrahydroisoquinolin-1-yl)methyl)amino)isonicotinic acid CC1=C(C(=CC(=C1)OCC(F)(F)F)C)C=1C=C2CCN[C@H](C2=CC1)CNC1=C(C(=O)O)C=CN=C1